ClC=1C=NC(=NC1)NC1CCN(CC1)S(=O)(=O)C=1C=C(C=CC1)N1CCC(CC1)CN1CCC(CC1)C=1C=CC=C2C(=CN=CC12)N1C(NC(CC1)=O)=O 1-(8-(1-((1-(3-((4-((5-chloropyrimidin-2-yl)amino)piperidin-1-yl)sulfonyl)phenyl)-piperidin-4-yl)methyl)piperidin-4-yl)isoquinolin-4-yl)dihydropyrimidine-2,4(1H,3H)-dione